ClC=1C=C2C(=C(C=NC2=CC1)C1CCOCC1)NC1=C(C(=O)OC)C=C(C=C1)OC methyl 2-[(6-chloro-3-tetrahydropyran-4-yl-4-quinolyl)amino]-5-methoxy-benzoate